OCC(C(C)C)C(C)C 1-hydroxy-3-methyl-2-(1-methylethyl)butane